(3-amino-5-chlorophenyl)methanesulfonamide NC=1C=C(C=C(C1)Cl)CS(=O)(=O)N